C[C@]1(C(NC(CC1)=O)=O)N1C(C2=CC=C(C=C2C1=O)CNC(=O)C1=NC=CC=C1)=O pyridine-2-carboxylic acid [2-[(3S)-3-methyl-2,6-dioxopiperidin-3-yl]-1,3-dioxo-2,3-dihydro-1H-isoindol-5-ylmethyl]amide